CCCCCCCCCCC(CCCCC)O (Z)-11-hexadecanol